C1(CC1)C1=NC=NC(=C1C1=NC=C2C(=N1)N(C(NC2)=O)CC2=CC=C(C=C2)C=2N(C=C(N2)C(F)(F)F)C)OC 7-(4-Cyclopropyl-6-methoxypyrimidin-5-yl)-1-(4-(1-methyl-4-(trifluoromethyl)-1H-imidazole-2-yl)benzyl)-3,4-dihydropyrimido[4,5-d]pyrimidin-2(1H)-one